BrC=1C=C(C(=NC1O[C@@H]1CC[C@@H](CC1)C(C)C)C)C(N(C)CC)=N {5-bromo-6-[(cis-4-isopropylcyclohexyl)-oxy]-2-methylpyridin-3-yl}-N-ethyl-N-methylimidoformamide